5-(5-chloropyrimidin-2-yl)oxy-2,8-dimethyl-4-(4,4,4-trifluorobutyl)quinazoline ClC=1C=NC(=NC1)OC1=C2C(=NC(=NC2=C(C=C1)C)C)CCCC(F)(F)F